C(C)OC1=CN=CC(=N1)C=1C=CC(=NC1)NC(=O)C1(CCOCC1)C1=NC(=NC=C1)NS(=O)(=O)CC N-(5-(6-ethoxypyrazin-2-yl)pyridine-2-yl)-4-(2-(ethylsulfonamido)pyrimidin-4-yl)tetrahydro-2H-pyran-4-carboxamide